C1=C[CH+]C=C1 The molecule is an organic cation obtained by abstraction of a hydride (H(-)) from the methylene group of cyclopentadiene. It derives from a hydride of a cyclopentadiene.